N1C(=NC=C1)C1CCN(CC1)C(=O)C=1C=NC(=CC1)C1=CC=CC=C1 (4-(1H-imidazol-2-yl)piperidin-1-yl)(6-phenylpyridin-3-yl)methanone